FC=1C=C(C=C(C1)OC)CCN 2-(3-fluoro-5-methoxyphenyl)ethan-1-amine